tert-butyl (S)-4-(2-((tert-butoxycarbonyl)-amino)-2-methylpropyl)-2-oxopiperidine-1-carboxylate C(C)(C)(C)OC(=O)NC(C[C@H]1CC(N(CC1)C(=O)OC(C)(C)C)=O)(C)C